N-[(2S)-1-({(1S)-1-cyano-2-[(3S)-2-oxopyrrolidin-3-yl]ethyl}amino)-4-methyl-1-oxopentan-2-yl]-7-methoxy-1H-indole-2-carboxamide C(#N)[C@H](C[C@H]1C(NCC1)=O)NC([C@H](CC(C)C)NC(=O)C=1NC2=C(C=CC=C2C1)OC)=O